methyl (R)-2-methyl-3-(2-(trifluoromethyl)pyridin-4-yl)propanoate C[C@@H](C(=O)OC)CC1=CC(=NC=C1)C(F)(F)F